ClC1=CC=C(C2=C1C=C(O2)F)COC2=CC=CC(=N2)C2=CCC(CC2)CC2=NC1=C(N2CC2=CN=CN2CC)C=C(C=C1)C(=O)[O-] 2-((4-(6-((4-chloro-2-fluorobenzofuran-7-yl) methoxy) pyridin-2-yl) cyclohex-3-en-1-yl) methyl)-1-((1-ethyl-1H-imidazol-5-yl) methyl)-1H-benzo[d]imidazole-6-carboxylate